NC1=CC=C(C(=N1)C(=O)OC)C methyl 6-amino-3-methylpicolinate